The molecule is a dibenzooxepine that is dibenzo[b,e]oxepin-11(6H)-one substituted by hydroxy groups at positions 1, 6 and 10, a methyl group at position 8, a prenyl group at position 4 and a prenyloxy group at position 7. Isolated from Aspergillus, it exhibits antibacterial activity. It has a role as an antibacterial agent and an Aspergillus metabolite. It is a dibenzooxepine, a cyclic ketone, a polyphenol and a lactol. CC1=CC(=C2C(=C1OCC=C(C)C)C(OC3=C(C=CC(=C3C2=O)O)CC=C(C)C)O)O